Cl.C(C)C1=NC=CC(=C1)C1=NOC(=C1)[C@H](C)NC(C1=CC=CC=C1)=O (S)-N-(1-(3-(2-ethylpyridin-4-yl)isoxazol-5-yl)ethyl)benzamide hydrochloride